4-chloro-2-(3-((S)-((1r,3S)-3-fluorocyclobutyl)(4-methyl-4H-1,2,4-triazol-3-yl)methyl)phenyl)-6-(((1-methylcyclobutyl)amino)methyl)isoindolin-1-one ClC1=C2CN(C(C2=CC(=C1)CNC1(CCC1)C)=O)C1=CC(=CC=C1)[C@@H](C1=NN=CN1C)C1CC(C1)F